C(C(=C)C)(=O)OCCC[Si](C)(OC)OC dimethoxy-methylsilylpropyl methacrylate